dioctyldioctyltin dilaurate C(CCCCCCCCCCC)(=O)O.C(CCCCCCCCCCC)(=O)O.C(CCCCCCC)[Sn](CCCCCCCC)(CCCCCCCC)CCCCCCCC